N-((1,2,3,5,6,7-Hexahydro-s-indacen-4-yl)carbamoyl)-piperidine-4-sulfonamide, Potassium Salt [K].C1CCC2=C(C=3CCCC3C=C12)NC(=O)NS(=O)(=O)C1CCNCC1